C(CC(C)C)OC(CCCC)=O isoamylvalerate